C(=CC)OCCC[Si](O[Si](C)(C)C)(O[Si](C)(C)C)O[Si](C)(C)C (3-propenoxypropyl)tris(trimethylsiloxy)-silane